benzo[1,2,3]thiadiazol S1N=NC2=C1C=CC=C2